C(CN(CCC(=O)O)CCC(=O)O)C(=O)O nitrilotripropionic acid